CN(C(C(=O)C1=CC=C(C=C1)C1=CC=NC2=CC=CC=C12)(CC)CC1=CC=C(C=C1)C)C 2-(dimethylamino)-2-[(4-methylphenyl)methyl]-1-[4-(4-quinolinyl)phenyl]-1-butanone